BrC1=C2CN(C(C2=CC=C1CN1CC2N(C(C1)C2)C2=CC=CNN2C2CCC(CC2)OC2=CC(=C(C=C2)C#N)Cl)=O)C2C(NC(CC2)=O)=O 6-(3-((4-Bromo-2-(2,6-dioxopiperidin-3-yl)-1-oxoisoindoline-5-yl)methyl)-3,6-Diazabicyclo[3.1.1]heptane-6-yl)-N-((1r,4r)-4-(3-chloro-4-cyanophenoxy)cyclohexyl)pyridazine